NC1=C(C=CC(=N1)N1C[C@H](N(CC1)C(=O)OC(C)(C)C)C)[N+](=O)[O-] tert-butyl (2R)-4-(6-amino-5-nitropyridin-2-yl)-2-methylpiperazine-1-carboxylate